keto-rhamnose O=C[C@H](O)[C@H](O)[C@@H](O)[C@@H](O)C